CC1=NOC(=C1C=1C=C2C(=NC=NC2=CC1)N1CCC(CC1)C(=O)NC)C 1-(6-(3,5-dimethylisoxazol-4-yl)quinazolin-4-yl)-N-methylpiperidine-4-carboxamide